{1-[(tert-butoxycarbonyl)amino]cyclopropyl}acetic acid C(C)(C)(C)OC(=O)NC1(CC1)CC(=O)O